N'-(2-((4-(chlorodifluoromethoxy)phenyl)amino)nicotinoyl)-4-methyl-3-oxo-2-azabicyclo[3.1.0]hexane-4-Formohydrazide ClC(OC1=CC=C(C=C1)NC1=C(C(=O)NNC(=O)C2(C(NC3CC23)=O)C)C=CC=N1)(F)F